CN(CCCOC(CCC(=O)OC(CCCCCCCC)CCCCCCCC)CCC(=O)OC(CCCCCCCC)CCCCCCCC)C di(heptadecan-9-yl) 4-(3-(dimethylamino)propoxy)heptanedioate